methyl 3-bromo-2-(chloromethyl)imidazo[1,2-b]pyridazine-8-carboxylate BrC1=C(N=C2N1N=CC=C2C(=O)OC)CCl